triamino-triphenylphosphine ruthenium iodide [Ru](I)(I)I.NC1=C(C(=C(C=C1)P(C1=CC=CC=C1)C1=CC=CC=C1)N)N